5-bromo-2-chloro-N-cyclopentylpyrimidin-4-amine C1CCC(C1)NC2=NC(=NC=C2Br)Cl